propeneol C(=CC)O